3-methyl-6-oxo-1,6-dihydropyridine-2-carboxylate CC1=C(NC(C=C1)=O)C(=O)[O-]